C(C)(C)(C)OC(=O)N(C1C(C1)C1=CC=CC=C1)CC=1C=NN(C1)CC1=CC=C(C(=O)OCC)C=C1 Ethyl 4-((4-(((tert-butoxycarbonyl)(2-phenylcyclopropyl)amino)methyl)-1H-pyrazol-1-yl)methyl)benzoate